COCOP(=O)(O)CCC(C(=O)OCC)=C=O ethyl 4-(methoxymethylphosphono)-2-carbonylbutyrate